CN(CCCOC1=CC=C(C=N1)C1=CC=2C=3N(C=NC2C=C1)N(C(C3C(C)C)=O)C)C 9-(6-(3-(dimethylamino)propoxy)pyridin-3-yl)-1-isopropyl-3-methylpyrazolo[1,5-c]quinazolin-2(3H)-one